4-trifluoromethyl-aniline hydrobromide Br.FC(C1=CC=C(N)C=C1)(F)F